phenalen C1C=CC2=CC=CC3=CC=CC1=C23